3-(hydroxymethyl)pyrrolidin-2-one OCC1C(NCC1)=O